N-(4-(2-(3-cyano-4-morpholinophenyl-amino)pyrimidin-4-yl)phenyl)-N-(cyanomethyl)methanesulfonamide C(#N)C=1C=C(C=CC1N1CCOCC1)NC1=NC=CC(=N1)C1=CC=C(C=C1)N(S(=O)(=O)C)CC#N